NC=1C=2N(C=CN1)C(=NC2C2=CC=C(C=C2)OCC2=NC=CC(=C2)F)[C@H]2N(CCC2)C(=O)OC(C)(C)C tert-butyl (S)-2-(8-amino-1-(4-((4-fluoropyridin-2-yl)methoxy)phenyl)imidazo[1,5-a]pyrazin-3-yl)pyrrolidine-1-carboxylate